(2S,4R)-1-[(2S)-2-(4-cyclopropyltriazol-1-yl)-3,3-dimethyl-butanoyl]-N-[(1S,3R)-3-(dimethylamino)cyclopentyl]-4-hydroxy-pyrrolidine-2-carboxamide C1(CC1)C=1N=NN(C1)[C@H](C(=O)N1[C@@H](C[C@H](C1)O)C(=O)N[C@@H]1C[C@@H](CC1)N(C)C)C(C)(C)C